FC1=C(C=CC(=C1)N1C[C@](CCC1)(CCC1=CC(=CC=C1)C(F)(F)F)NC)S(=O)(=O)NC1=NC=NC=C1 (R)-2-Fluoro-4-(3-(methylamino)-3-(3-(trifluoromethyl)-phenethyl)piperidin-1-yl)-N-(pyrimidin-4-yl)benzenesulfonamide